tert-butyl 4-[(3S)-4-benzyloxycarbonyl-3-(cyanomethyl)piperazin-1-yl]-6,8-dihydro-5H-pyrido[3,4-d]pyrimidine-7-carboxylate C(C1=CC=CC=C1)OC(=O)N1[C@H](CN(CC1)C=1C2=C(N=CN1)CN(CC2)C(=O)OC(C)(C)C)CC#N